C(CCC(=O)[O-])(=O)OCCOC(C=C)=O succinic acid, monoacryloyloxyethyl ester